N-(2,4-dimethoxybenzyl)-O-methylhydroxylamine COC1=C(CNOC)C=CC(=C1)OC